COC1=CC2=C(SC(=C2)C(CC(C(=O)O)CC=CC)=O)C=C1OC 2-(2-(5,6-dimethoxybenzo[b]thiophen-2-yl)-2-oxoethyl)hex-4-enoic acid